carbonic acid ((2R,3S,4R,5S)-5-(4-aminopyrrolo[2,1-f][1,2,4]triazin-7-yl)-2-cyano-3,4-dihydroxytetrahydrofuran-2-yl) methylcyclopentyl ester CC1(CCCC1)OC(O[C@]1(O[C@H]([C@@H]([C@@H]1O)O)C1=CC=C2C(=NC=NN21)N)C#N)=O